ClC(=O)OC=C vinyl chloroformate